OC(=O)C(F)(F)F.ClC1=CC(=C(COC2=CC=CC(=N2)N2CCNCC2)C=C1)F 1-(6-((4-chloro-2-fluorobenzyl)oxy)pyridin-2-yl)piperazine TFA salt